C(CCCCCCCCCCCCC)[N-]C(CCCCCCCCCCCCC)CCCCCCCCCCCCCC N-tetradecyltetradecyl-tetradecyl-amide